4-(5-(2-(3,5-bis(trifluoromethyl)phenyl)-N,2-dimethylpropanamido)-1-oxido-4-(o-tolyl)pyridin-2-yl)-1-methylpiperazine 1-oxide FC(C=1C=C(C=C(C1)C(F)(F)F)C(C(=O)N(C)C=1C(=CC(=[N+](C1)[O-])N1CC[N+](CC1)(C)[O-])C1=C(C=CC=C1)C)(C)C)(F)F